2-decyl phenyl ether sulfate S(=O)(=O)(O)O.C1(=CC=CC=C1)OC(C)CCCCCCCC